NC=1C=2N(C=CN1)C(=NC2Br)N2CCC1(CCNC1=O)CC2 8-(8-amino-1-bromoimidazo[1,5-a]pyrazin-3-yl)-2,8-diazaspiro[4.5]decan-1-one